O=C1NC(CC[C@@H]1N1C(N(C2=C1C=CC(=C2)C2=CC=C(C=C2)CC(=O)NC2=CC1=CC(=C(C(=C1C=C2)F)N2S(NC(C2)=O)(=O)=O)O)C)=O)=O 2-[4-[1-[(3S)-2,6-dioxo-3-piperidyl]-3-methyl-2-oxo-benzimidazol-5-yl]phenyl]-N-[5-fluoro-7-hydroxy-6-(1,1,4-trioxo-1,2,5-thiadiazolidin-2-yl)-2-naphthyl]acetamide